FC(SCO)F difluoromethylthiomethyl alcohol